COC1=CC=C(C=C1)N1S(C(CC1)C#N)(=O)=O 2-(4-Methoxy-phenyl)-1,1-dioxo-1lambda*6*-isothiazolidine-5-carbonitrile